C(C)(C)N[C@@H](C(=O)O)CCCCN1CCCCC1 (2R)-2-(isopropylamino)-6-(piperidin-1-yl)hexanoic acid